Methyl 6-hydroxy-10-(trifluoromethyl)-[1,2,4]triazolo[5,1-a]isoquinoline-5-carboxylate OC1=C(N2C(C3=C(C=CC=C13)C(F)(F)F)=NC=N2)C(=O)OC